(3R,7R)-9-(1-(2-acetylpyrimidin-5-yl)ethyl)-2-(4-chloro-3-(trifluoromethyl)benzoyl)-3,7-dimethyl-1,2,3,4,8,9-hexahydropyrido[4',3':3,4]pyrazolo[1,5-a]pyrazin-10(7H)-one C(C)(=O)C1=NC=C(C=N1)C(C)N1C(C=2N([C@@H](C1)C)N=C1C2CN([C@@H](C1)C)C(C1=CC(=C(C=C1)Cl)C(F)(F)F)=O)=O